FC1=C(C=CC=C1)C=1C=C2C=NC=NC2=C(C1)C1N(CCC1)C(C#CC)=O 1-(2-(6-(2-fluorophenyl)quinazolin-8-yl)pyrrolidin-1-yl)but-2-yn-1-one